tert-Butyl 3-(6-bromo-3,4-dihydroquinolin-1(2H)-yl)-1-(tetrahydro-2H-pyran-4-yl)-1,4,6,7-tetrahydro-5H-pyrazolo[4,3-c]pyridine-5-carboxylate BrC=1C=C2CCCN(C2=CC1)C1=NN(C2=C1CN(CC2)C(=O)OC(C)(C)C)C2CCOCC2